1-(4,5-Dimethoxy-2-nitrophenyl)ethyl (2,5-dioxo-1-pyrrolidinyl) carbonate C(OC(C)C1=C(C=C(C(=C1)OC)OC)[N+](=O)[O-])(ON1C(CCC1=O)=O)=O